N-ethoxyl-N'-ethoxyl-ethyl-piperazine O(CC)N1C(CN(CC1)OCC)CC